10-(2-(2-oxa-6-azaspiro[3.3]heptan-6-yl)ethyl)-3,7-bis-(1H-pyrazolo[3,4-b]pyridin-4-yl)-10H-phenoxazine C1OCC12CN(C2)CCN2C1=CC=C(C=C1OC=1C=C(C=CC21)C2=C1C(=NC=C2)NN=C1)C1=C2C(=NC=C1)NN=C2